[Si](C)(C)(C(C)(C)C)OCCC(C(C(=O)N1[C@@H](C[C@H](C1)O)C(NCC1=C(C=C(C=C1)C#C)Cl)=O)NC(OC(C)(C)C)=O)(C)C Tert-butyl (5-((tert-butyldimethylsilyl)oxy)-1-((2S,4R)-2-((2-chloro-4-ethynylbenzyl)carbamoyl)-4-hydroxypyrrolidin-1-yl)-3,3-dimethyl-1-oxopentan-2-yl)carbamate